FC1=NNC=C1C(=O)N 3-fluoro-1H-pyrazol-4-carboxamide